C(C=C)OC1=CC2=CC3=CC=CC=C3C=C2C=C1 2-(allyloxy)anthracene